(R)-N-(1-(3-Chloro-2-fluoro-5-methoxypyridin-4-yl)pent-4-en-1-yl)-4-methoxyaniline ClC=1C(=NC=C(C1[C@@H](CCC=C)NC1=CC=C(C=C1)OC)OC)F